C(C)(=O)N1CCC(CC1)N1N=CC(=C1)NC1=NC=C(C(=N1)C1=CC=C(C(=O)N2CC(C2)C#N)C=C1)C (4-(2-((1-(1-acetylpiperidin-4-yl)-1H-pyrazol-4-yl)amino)-5-methylpyrimidin-4-yl)benzoyl)azetidine-3-carbonitrile